tert-butyl ((3R,4S,6R)-4-(difluoromethoxy)-6-((S)-1-(4-fluorophenyl)-1,2,3,4-tetrahydroisoquinoline-2-carbonyl)tetrahydro-2H-pyran-3-yl)carbamate FC(O[C@@H]1[C@@H](CO[C@H](C1)C(=O)N1[C@H](C2=CC=CC=C2CC1)C1=CC=C(C=C1)F)NC(OC(C)(C)C)=O)F